N-((1r,4r)-4-(3-Chloro-4-cyanophenoxy)cyclohexyl)-6-(4-((4-(2,4-dioxotetrahydropyrimidin-1(2H)-yl)-1H-indol-1-yl)methyl)-[1,4'-bipiperidin]-1'-yl)pyridazine-3-carboxamide hydrochloride Cl.ClC=1C=C(OC2CCC(CC2)NC(=O)C=2N=NC(=CC2)N2CCC(CC2)N2CCC(CC2)CN2C=CC3=C(C=CC=C23)N2C(NC(CC2)=O)=O)C=CC1C#N